C(C)(C)O[Ce](OC(C)C)OC(C)C Triisopropoxycerium